dicycloPentanedienyl diacrylate C(C=C)(=O)OC1=CC=CC1.C(C=C)(=O)OC1=CC=CC1